3-butenyl 2-(dodecylthiocarbonylthio)-2-methylpropionate C(CCCCCCCCCCC)C(=S)SC(C(=O)OCCC=C)(C)C